ClC1=CC(=C(OCC=2C=NC=C(C#N)C2)C=C1OCC1=C(C(=CC=C1)B1OC(C(O1)(C)C)(C)C)C)C=O 5-((4-chloro-2-formyl-5-((2-methyl-3-(4,4,5,5-tetramethyl-1,3,2-dioxaborolan-2-yl)benzyl)oxy)phenoxy)methyl)nicotinonitrile